FC1(CC(C1)OC1=NNC=C1NC=1N=CC2=C(N1)N(C(C21CC1)=O)[C@H]1C[C@@H](CCC1)O)F 2'-((3-(3,3-difluorocyclobutoxy)-1H-pyrazol-4-yl)amino)-7'-((1R,3R)-3-hydroxycyclohexyl)spiro[cyclopropane-1,5'-pyrrolo[2,3-d]pyrimidin]-6'(7'H)-one